C(C1=CC=CC=C1)NC(N(C1=CC=C(C=C1)CN1CCOCC1)[C@@H]1CC[C@H](CC1)NC1=NC=C(C=C1)C#N)=O 3-benzyl-1-(trans-4-((5-cyanopyridin-2-yl)amino)-cyclohexyl)-1-(4-(morpholin-4-ylmethyl)phenyl)urea